FC=1C=C(C=C(C1OC)F)[B-](C1=CC(=C(C(=C1)F)OC)F)(C1=CC(=C(C(=C1)F)OC)F)C1=CC(=C(C(=C1)F)OC)F.ClC=1C=C(C(=O)C2=CC=C(C=C2)SC2=CC=C(C=C2)[S+](C2=CC=C(C=C2)F)C2=CC=C(C=C2)F)C=CC1 4-[4-(3-chlorobenzoyl)phenylthio]Phenylbis(4-fluorophenyl)sulfonium tetrakis(3,5-difluoro-4-methyloxyphenyl)borate